[Mg].COC1=CC2=C(NC(=N2)SCC2=NC=C(C(=C2C)OC)C)C=C1 (S)-5-methoxy-2-[[(4-methoxy-3,5-dimethyl-2-pyridyl)methyl]sulfenyl]-1H-benzimidazole magnesium